methyl 3-(1-(tert-butoxycarbonyl)piperidin-4-yl)-5-(2-methoxy-2-oxoethyl)-2-methyl-2,5-dihydro-1,2,4-oxadiazole-5-carboxylate C(C)(C)(C)OC(=O)N1CCC(CC1)C=1N(OC(N1)(C(=O)OC)CC(=O)OC)C